tetracyclo[6.2.1.13,6.02,7]dodec-9-ene-4,5-dicarboxylic acid anhydride C12C3C4C5C(C(C3C(C=C1)C2)C4)C(=O)OC5=O